1-((5-chloro-2-pyrimidinyl)methyl)-2-((3r,4r)-4-fluoro-3-(methylamino)-1-piperidinyl)-1H-benzoimidazole-5-carbonitrile ClC=1C=NC(=NC1)CN1C(=NC2=C1C=CC(=C2)C#N)N2C[C@H]([C@@H](CC2)F)NC